1,4-dihydrobenzo[D]pyrazolo[3,4-F][1,3]diazepine N1N=CC2=C1C1=C(N=CN2)C=CC=C1